C(C)(C)(C)OC(=O)N1C2CN(CC1CC2)C2=CC(=C(C(=C2)F)C=C)OCC=C 3-(3-(allyloxy)-5-fluoro-4-vinylphenyl)-3,8-diazabicyclo[3.2.1]octane-8-carboxylic acid tert-butyl ester